CC1=C(C=CC(=C1)C)SC1=C(C=CC2=CC=CC=C12)NCC1=CC=CC=C1 1-(2,4-dimethylphenyl)thio-N-benzyl-2-naphthylamine